Cl.N1CC(C1)OC1=CC=C2C=C(C(=C(C2=C1)F)N1CC(NS1(=O)=O)=O)OCC1=CC=CC=C1 5-(7-(azetidin-3-yloxy)-3-(benzyloxy)-1-fluoronaphthalen-2-yl)-1,2,5-thiadiazolidin-3-one 1,1-dioxide hydrochloride